4-((5-Chloropyrazin-2-yl)thio)-8-((methoxymethoxy)methyl)-6a,7,8,9-tetrahydro-6H-pyrido[3,2-b]pyrrolo[1,2-d][1,4]oxazine ClC=1N=CC(=NC1)SC1=CC=NC2=C1OCC1N2CC(C1)COCOC